BrC1=CC=CC=2SC3=C(C21)C=CC(=C3)C(C)(C)C 1-bromo-7-(tert-butyl)dibenzo[b,d]thiophene